NC1=NC=C(C2=C1C(=C(N2C)C=2CCN(CC2)C(C(=C)F)=O)C2=CC=C(C=C2)OC2=NC(=CC=C2)C)C#N 4-amino-2-(1-(2-fluoroacryloyl)-1,2,3,6-tetrahydropyridin-4-yl)-1-methyl-3-(4-((6-methylpyridin-2-yl)oxy)phenyl)-1H-pyrrolo[3,2-c]pyridine-7-carbonitrile